4-fluoro-2-(1-hydroxy-1-methyl-ethyl)-1-isopropyl-6-(4,4,5,5-tetramethyl-1,3,2-dioxaborolan-2-yl)indole-3-carbonitrile FC1=C2C(=C(N(C2=CC(=C1)B1OC(C(O1)(C)C)(C)C)C(C)C)C(C)(C)O)C#N